ClC1=CC2=C(N(P(N=C2N2C[C@H](N(C[C@@H]2C)C(=O)OC(C)(C)C)C)(=O)C)C2=C(C=CC=C2)C(C)C)N=C1C1=C(C=CC=C1)F tert-Butyl (2R,5S)-4-(6-chloro-7-(2-fluorophenyl)-1-(2-isopropylphenyl)-2-methyl-2-oxido-1H-pyrido[2,3-d][1,3,2]diazaphosphinin-4-yl)-2,5-dimethylpiperazine-1-carboxylate